[S].O1CC(C1)C1CC2=C(CN1)C(=NN2)C=O (6-(oxetan-3-yl)-4,5,6,7-tetrahydro-1H-pyrazolo[4,3-c]pyridin-3-yl)methanone Sulphur